C(C)(C)N(C(C)C)P(OCC(CCC(CCCC(CCCC(CCCC(C)C)C)C)C)C#N)N(C(C)C)C(C)C bis(diisopropylamino)(2-cyano-2-(3,7,11,15-tetramethyl-hexadecyl)ethoxy)phosphine